N1N=NC(=C1)CNC(=O)[C@H]1N2C3=C(C=CC=C3C1)CC[C@@H](C2=O)NC([C@H](CC(C)C)NC(C)=O)=O (2S,5S)-5-((S)-2-Acetylamino-4-methyl-pentanoylamino)-4-oxo-1,2,4,5,6,7-hexahydro-azepino[3,2,1-hi]indole-2-carboxylic acid (1H-[1,2,3]triazol-4-ylmethyl)-amide